ClC1=CC(=CS1)N1C(N(C(C2=CC=CC=C12)=O)C=1C=NC=CC1)=O 1-(5-chlorothien-3-yl)-3-(pyridin-3-yl)quinazoline-2,4(1H,3H)-dione